2-[(6R,8aS)-7-(6-Bromo-2-formyl-3-pyridyl)-6-ethyl-3-oxo-5,6,8,8a-tetrahydro-1H-imidazo[1,5-a]pyrazin-2-yl]-5-chloro-benzonitrile BrC1=CC=C(C(=N1)C=O)N1C[C@@H]2N(C[C@H]1CC)C(N(C2)C2=C(C#N)C=C(C=C2)Cl)=O